BrC=1C=C2C(=C(C=NC2=CC1)[N+](=O)[O-])NC1CCOCC1 6-bromo-3-nitro-N-(tetrahydro-2H-pyran-4-yl)quinolin-4-amine